C(C)C1(C(NC(NC1=O)=O)=O)CC 5,5-diethylbarbiturate